2-((Cyclopropyl-(2-(ethylsulfanyl)-3,6-dimethyl-4-oxo-4H-chromen-8-yl)methyl)amino)benzoic acid ethyl ester C(C)OC(C1=C(C=CC=C1)NC(C=1C=C(C=C2C(C(=C(OC12)SCC)C)=O)C)C1CC1)=O